CC1CCC2C(CC2C(CC1)=C)(C)C 4,10,10-trimethyl-7-methylene-bicyclo-(6.2.0)decane